3-Nonadienol C=CC(=CCCCCC)O